[6-(7-methyl-spiro[2H-benzofuran-3,1'-cyclopropan]-4-yl)oxy-3-pyridinyl]pyridine-2,3-diamine CC1=CC=C(C2=C1OCC21CC1)OC1=CC=C(C=N1)C1=C(C(=NC=C1)N)N